[O-]CCCC.[Zr+4].[O-]CCCC.[O-]CCCC.[O-]CCCC Zirconium(IV) butoxide